ClC1=C(C=2N=C(N=C(C2C(=N1)OC(C)C)NCCNC(OC(C)(C)C)=O)SC)F tert-butyl (2-((7-chloro-8-fluoro-5-isopropoxy-2-(methylthio)pyrido[4,3-d]pyrimidin-4-yl)amino)ethyl)carbamate